CC(C=C)CCC(C=C)C 3,6-dimethyl-1,7-octadiene